C1(CC1)NC(C1=NC(=C(C=C1)N1CCN(CC1)CC1=CC=C2CN(C(NC2=C1)=O)CC)C)=O N-cyclopropyl-5-(4-((3-ethyl-2-oxo-1,2,3,4-tetrahydroquinazolin-7-yl)methyl)piperazin-1-yl)-6-methylpicolinamide